BrC1=CC=C(C=C1)CN1C(=NC=C1)C(C)(C)O 2-[1-[(4-bromophenyl)methyl]imidazol-2-yl]propan-2-ol